1-{5-[(5-{[(2R)-2-Ethylpyrrolidin-1-yl]methyl}-4-[4-methoxy-3-(trifluoromethyl)phenyl]-1,3-thiazol-2-yl)carbamoyl]pyrazin-2-yl}piperidine-4-carboxylic acid dihydrochloride Cl.Cl.C(C)[C@H]1N(CCC1)CC1=C(N=C(S1)NC(=O)C=1N=CC(=NC1)N1CCC(CC1)C(=O)O)C1=CC(=C(C=C1)OC)C(F)(F)F